(±)-trans-N-[8-amino-6-(2-oxo-1,3-benzoxazol-3-yl)-3-isoquinolinyl]-2-cyano-cyclopropanecarboxamide NC=1C=C(C=C2C=C(N=CC12)NC(=O)[C@H]1[C@@H](C1)C#N)N1C(OC2=C1C=CC=C2)=O |r|